5-oxo-2-(pyridin-3-yl)pyrrolidine-3-carboxamide O=C1CC(C(N1)C=1C=NC=CC1)C(=O)N